O(P(O)(=O)OP(=O)(O)OP(=O)(O)O)C[C@]1(O[C@H]([C@@H]([C@@H]1O)O)C1=CC=C2C(=NC=NN21)N)CCl ((2R,3S,4R,5S)-5-(4-aminopyrrolo[2,1-f][1,2,4]triazin-7-yl)-2-(chloromethyl)-3,4-dihydroxytetrahydrofuran-2-yl)methyl tetrahydrogen triphosphate